OC=1C=C(C=CC1)C#CC=1C=C(C=NC1)C(=O)N1CCN(CC1)C1=CC=C(N=N1)C(=O)NC1=CC=C(C=C1)OC 6-[4-[5-[2-(3-Hydroxyphenyl)ethynyl]pyridine-3-carbonyl]piperazin-1-yl]-N-(4-methoxyphenyl)pyridazine-3-carboxamide